N-hydroxy-4-propoxybenzimidamide ONC(C1=CC=C(C=C1)OCCC)=N